1,2-oxathiolan-2-one O1S(CCC1)=O